N-(4-{1-[(2,4-dichlorophenyl)carbonyl]piperidin-4-yl}butyl)thieno[2,3-c]pyridine-2-carboxamide ClC1=C(C=CC(=C1)Cl)C(=O)N1CCC(CC1)CCCCNC(=O)C1=CC=2C(=CN=CC2)S1